C(C)(C)(C)OC(=O)N[C@H](C(=O)O)COC (2S)-2-(tertbutoxycarbonylamino)-3-methoxy-propanoic acid